C1(CC1)C1=CC(=NO1)C1=NN(C2=NC=NC(=C21)N)C(C)C 3-(5-cyclopropyl-isoxazol-3-yl)-1-isopropyl-1H-pyrazolo[3,4-d]pyrimidin-4-amine